C(CCC)C1=NC2=C(N1CN1C(CC(C1)CCC)=O)C=CC=C2 2-butyl-1-[(2-oxo-4-propylpyrrolidin-1-yl)methyl]-1H-benzimidazole